butyl(di-1-adamantyl)phosphine methanesulfonate CS(=O)(=O)O.C(CCC)P(C12CC3CC(CC(C1)C3)C2)C23CC1CC(CC(C2)C1)C3